(3aS,7aS)-3a-(3,4-dimethoxyphenyl)-1-methyl-2,3,3a,4,5,7a-hexahydro-1H-indol-6-yl-2,4,6-trimethylbenzoate COC=1C=C(C=CC1OC)[C@@]12CCN([C@H]2C=C(CC1)OC(C1=C(C=C(C=C1C)C)C)=O)C